FC(C1=C(C=C(N=N1)N)OC)F 6-(difluoromethyl)-5-methoxy-pyridazin-3-amine